COC1=C(CNC2=NC=C(C(=O)O)C=C2)C=CC(=C1)OC 6-((2,4-dimethoxybenzyl)amino)nicotinic acid